ClC1=CC=C(C=C1)C(COCC)(O)C1=CC=C(C=C1)Cl 1,1-bis(4-Chlorophenyl)-2-ethoxyethanol